5-(((1R,2S)-2-hydroxycyclopentyl)oxy)isobenzofuran-1(3H)-one O[C@@H]1[C@@H](CCC1)OC=1C=C2COC(C2=CC1)=O